(2r,3s,4s,5r)-2-(4-benzoylamino-2-oxopyrimidin-1(2H)-yl)-5-((bis(4-methoxyphenyl) (phenyl) methoxy) methyl)-4-fluorotetrahydrofuran-3-yl (2-cyanoethyl) diisopropylphosphoramidite C(C)(C)N(P(O[C@H]1[C@@H](O[C@@H]([C@@H]1F)COC(C1=CC=CC=C1)(C1=CC=C(C=C1)OC)C1=CC=C(C=C1)OC)N1C(N=C(C=C1)NC(C1=CC=CC=C1)=O)=O)OCCC#N)C(C)C